5-(2,5-dioxotetrahydro-3-furyl)-3-methyl-cyclohexene-1,2-dicarboxylic acid anhydride O=C1OC(CC1C1CC(C2=C(C1)C(=O)OC2=O)C)=O